C(C=C)OCCC(CO)O 4-allyloxy-1,2-butanediol